NC=1C=C2CN(CC2=CC1Cl)C(CC[C@@]1(C(NC(N1)=O)=O)C1CC1)=O (s)-5-(3-(5-amino-6-chloroisoindolin-2-yl)-3-oxopropyl)-5-cyclopropylimidazolidine-2,4-dione